FC(C1CN(CC12CC2)C=2C=1N(N=C(C2)C=2C(=NC(=NC2)OC)OC)C=CN1)F 8-[7-(difluoromethyl)-5-azaspiro[2.4]heptan-5-yl]-6-(2,4-dimethoxypyrimidin-5-yl)imidazo[1,2-b]pyridazine